IC=1C2=C(NC1)C=C(S2)C(=O)OC methyl 6-iodo-4H-thieno[3,2-b]pyrrole-2-carboxylate